8-(5-oxo-3-(1-(2-(tetrahydro-2H-pyran-4-yl)ethyl)piperidin-3-yl)-4,5-dihydro-1H-1,2,4-triazol-1-yl)quinolin-2(1H)-one O=C1NC(=NN1C=1C=CC=C2C=CC(NC12)=O)C1CN(CCC1)CCC1CCOCC1